C(C)(C)(C)C1=CC=C(C(=N1)F)C(=O)NS(=O)(=O)C1=CC(=CC=C1)OCCCC1CNC(C1)(C)C 6-tert-butyl-N-[3-[3-(5,5-dimethylpyrrolidin-3-yl)propoxy]phenyl]sulfonyl-2-fluoro-pyridine-3-carboxamide